carboxy-carboxylic acid C(=O)(O)C(=O)O